Cl.NC/C(/CN1N=CN(C1=O)C1=NC(=CC=C1)C#CC=1C=NN(C1)C)=C\F 2-[(2E)-2-(aminomethyl)-3-fluoroprop-2-en-1-yl]-4-{6-[(1-methyl-1H-pyrazol-4-yl)ethynyl]pyridin-2-yl}-2,4-dihydro-3H-1,2,4-triazol-3-one hydrochloride